4-(cyclohexyloxy)-2,2-difluoro-7-(trifluoromethylsulfanyl)-2,3-dihydro-1H-inden-1-one C1(CCCCC1)OC1=C2CC(C(C2=C(C=C1)SC(F)(F)F)=O)(F)F